NC1=NN2C(C=C(C=C2)C=2C=CC(=C(C2)NC(=O)N2[C@@H](COCC2)C2=CC=CC=C2)C)=C1 (R)-N-(5-(2-aminopyrazolo[1,5-a]pyridin-5-yl)-2-methylphenyl)-3-phenylmorpholine-4-carboxamide